5-(2,7-diazaspiro[3.5]non-2-yl)-2-(2,6-dioxo-3-piperidyl)isoindoline-1,3-dione C1N(CC12CCNCC2)C=2C=C1C(N(C(C1=CC2)=O)C2C(NC(CC2)=O)=O)=O